C(C1=CC=CC=C1)S(=O)(=O)NN(C1=CC=CC=C1)C1=CC=CC=C1 toluenesulfonylaminodiphenylamine